N-(3-((2-((2-methoxy-4-(4-methylpiperazin-1-yl)phenyl)amino)-5-(4-(trifluoromethyl)phenyl)pyrimidin-4-yl)oxy)phenyl)acrylamide COC1=C(C=CC(=C1)N1CCN(CC1)C)NC1=NC=C(C(=N1)OC=1C=C(C=CC1)NC(C=C)=O)C1=CC=C(C=C1)C(F)(F)F